4-methyl-flavylium methyl-(1s,4S)-4-(3-chloroanilino)-2'-[(2R)-3-hydroxy-2-methylpropyl]-5'-methyl-2',3'-dihydrospiro[cyclohexane-1,1'-isoindole]-4-carboxylate COC(=O)C1(CCC2(N(CC3=CC(=CC=C23)C)C[C@H](CO)C)CC1)NC1=CC(=CC=C1)Cl.CC1=CC(=[O+]C2=CC=CC=C12)C1=CC=CC=C1